ClC=1C=C2C(=CN(C2=CC1)C1CC1)S(=O)(=O)C1=CC(=CC=C1)N1CCNCC1 5-chloro-1-cyclopropyl-3-((3-(piperazin-1-yl)phenyl)sulfonyl)-1H-indole